CN1N(C(C2=CC=C(C=C2C1)[N+](=O)[O-])=O)C1C(NC(CC1)=O)=O 3-(3-methyl-6-nitro-1-oxo-3,4-dihydro-phthalazin-2(1H)-yl)piperidine-2,6-dione